Cl.N[C@H](C(=O)NC1=CC(=C(C=C1)C=1C=NN(C1C)CC1=CC=CC=C1)F)C(C1=CC=CC=C1)C1=CC=CC=C1 (S)-2-amino-N-(4-(1-benzyl-5-methyl-1H-pyrazol-4-yl)-3-fluorophenyl)-3,3-diphenylpropanamide hydrochloride